[Si](C)(C)(C(C)(C)C)OC[C@H]1C[C@H](C[C@@H]1O[Si](C(C)C)(C(C)C)C(C)C)NC1=NC=NC=C1C(=O)C=1SC(=C(C1)CCl)C [4-({(R,3R,4S)-3-({[tert-butyl(dimethyl)silyl]oxy}methyl)-4-[(triisopropylsilyl)oxy]cyclopentyl}amino)pyrimidin-5-yl][4-(chloromethyl)-5-methyl-2-thienyl]methanone